p-guanidinobenzonitrile hydrochloride Cl.N(C(=N)N)C1=CC=C(C#N)C=C1